C(C)OC(CCCCCCCCCCCCC)=O Tetradecanoic acid ethyl ester